1-(2-methylsulfonylaminoethyl)-3-(2-thienyl)-1,2-dihydroquinoxalin CS(=O)(=O)NCCN1CC(=NC2=CC=CC=C12)C=1SC=CC1